(5S)-3-((2-((1S,2S)-1-(((benzyloxy)carbonyl)amino)-2-(4-fluorophenyl)butyl)imidazo[1,2-b]pyridazin-7-yl)methyl)-2-oxo-5-(trifluoromethyl)pyrrolidine-3-carboxylic acid C(C1=CC=CC=C1)OC(=O)N[C@@H]([C@@H](CC)C1=CC=C(C=C1)F)C=1N=C2N(N=CC(=C2)CC2(C(N[C@@H](C2)C(F)(F)F)=O)C(=O)O)C1